C(C1=CC=CC=C1)OC(=O)N[C@H](CSSC[C@@H](C(=O)OC(C)(C)C)NC(=O)OC(C)(C)C)CCS(=O)(=O)OCC(C)(C)C tert-butyl (2R)-3-{[(2S)-2-{[(benzyloxy)carbonyl]amino}-4-[(2,2-dimethylpropoxy) sulfonyl] butyl]disulfanyl}-2-{[(tert-butoxy)carbonyl]amino}propanoate